methyl (S)-1-methyl-7-((3-methylpiperidin-1-yl) methyl)-1H-pyrrolo[3,2-b]pyridine-5-carboxylate CN1C=CC2=NC(=CC(=C21)CN2C[C@H](CCC2)C)C(=O)OC